CO[Si](CCS)(OC)OC 2-(trimethoxysilyl)ethanethiol